(4-amino-3-(difluoromethoxy)phenyl)dimethylphosphine oxide NC1=C(C=C(C=C1)P(C)(C)=O)OC(F)F